[4-(4-Hydroxyphenyl)piperazin-1-yl]-(2-phenyl-4-pyridyl)methanone OC1=CC=C(C=C1)N1CCN(CC1)C(=O)C1=CC(=NC=C1)C1=CC=CC=C1